C(=O)(OC(C)(C)C)N(CCC(=O)O)C N-Boc-3-(methylamino)propionic acid